4-(3-Hydroxy-7-phenylsulfanyl-quinolin-2-yl)-4-oxo-butyric acid ethyl ester C(C)OC(CCC(=O)C1=NC2=CC(=CC=C2C=C1O)SC1=CC=CC=C1)=O